N-(3-methoxybenzyl)-2-(2-morpholinoethoxy)-N-(3-(pyrrolidin-1-yl)benzyl)pyridin-4-amine COC=1C=C(CN(C2=CC(=NC=C2)OCCN2CCOCC2)CC2=CC(=CC=C2)N2CCCC2)C=CC1